C(C)(C)(C)[Ga]C(C)(C)C di-tert-butylgallium